C1(CC1)C(C)C1CN(CC1)C(=O)NC1=C(C=C(C(=C1)C=1C=C(C=2N(C1)C=CN2)N2CCOCC2)C)F 3-(1-Cyclopropylethyl)-N-(2-fluoro-4-methyl-5-(8-morpholinoimidazo[1,2-a]pyridin-6-yl)phenyl)pyrrolidine-1-carboxamide